C1(CCCC1)NC1=CC=C(C=C1)[C@@H]1N(CCC[C@@H]1C(=O)NC1=CC(=C(C=C1)C)C(F)(F)F)C(C1=C(C=CC=C1C)F)=O (2R,3S)-2-(4-(cyclopentylamino)phenyl)-1-(2-fluoro-6-methyl-benzoyl)-N-(4-methyl-3-(trifluoromethyl)phenyl)piperidine-3-carboxamide